C(C)(C)(C)OC(=O)N1CC=2C3=C(C=CC2CC1)N(C(N3C)=O)C3C(N(C(CC3)=O)CC3=CC=C(C=C3)OC)=O 3-(1-(4-methoxybenzyl)-2,6-dioxopiperidin-3-yl)-1-methyl-2-oxo-1,2,3,6,7,9-hexahydro-8H-imidazo[4,5-H]isoquinoline-8-carboxylic acid tert-butyl ester